(2-(Pyridin-2-yldisulfanyl) ethyl) carbonate C(OCCSSC1=NC=CC=C1)([O-])=O